pyridine-2,4-dinitrile N1=C(C=C(C=C1)C#N)C#N